FC1=C(C=C(C#N)C=C1)S(=O)(=O)N1CCC2(C[C@@H](CO2)N2CCC(CC2)(C)O)CC1 (S)-4-fluoro-3-((3-(4-hydroxy-4-methylpiperidin-1-yl)-1-oxa-8-azaspiro[4.5]dec-8-yl)sulfonyl)benzonitrile